C(CC1=CC=CC=C1)OC(C(CC=C)C=1N(C2=CC=CC=C2C1)C)=O 2-(1-methyl-1H-indol-2-yl)pent-4-enoic acid phenethyl ester